4-[[2-[4-[3-[1-(5-chloropyrimidin-2-yl)-4-piperidinyl]propoxy]-2-fluoro-phenyl]acetyl]amino]butanoic acid ClC=1C=NC(=NC1)N1CCC(CC1)CCCOC1=CC(=C(C=C1)CC(=O)NCCCC(=O)O)F